C(C1=CC=CC=C1)OC1=CC=C(C=C1)NN 4-(benzyloxy)phenylhydrazine